FC1=CC=C(CC2(CCCC2)C(=O)N[C@@H](C(C)C)C(=O)N[C@H](CCC(=O)OCC)C(=O)OCC)C=C1 Diethyl (1-(4-fluorobenzyl)cyclopentane-1-carbonyl)-L-valyl-D-glutamate